C(C)(C)C1=C(OC=2C(=NC(=NC2)N)N)C=C(C(=C1)OC)C1=CC=NC=C1 5-(2-Isopropyl-4-methoxy-5-pyridin-4-yl-phenoxy)-pyrimidine-2,4-diamine